(R,6S)-N'-((1,2,3,5,6,7-hexahydro-s-indacen-4-yl)carbamoyl)-6-((methylamino)methyl)-6,7-dihydro-5H-pyrazolo[5,1-b][1,3]oxazine-3-sulfonimidamide C1CCC2=C(C=3CCCC3C=C12)NC(=O)N=[S@](=O)(N)C=1C=NN2C1OC[C@H](C2)CNC